3,4,5-tris(octadecyloxy)phenylmethanol C(CCCCCCCCCCCCCCCCC)OC=1C=C(C=C(C1OCCCCCCCCCCCCCCCCCC)OCCCCCCCCCCCCCCCCCC)CO